[(2R,3S,4R,5R)-5-[6-(cyclopentylamino)-purin-9-yl]-3,4-dihydroxy-tetrahydro-furan-2-yl]methoxy-methylphosphonic acid C1(CCCC1)NC1=C2N=CN(C2=NC=N1)[C@H]1[C@@H]([C@@H]([C@H](O1)COCP(O)(O)=O)O)O